OC(CCCCCCCCCCCC(=O)O)CCCCCCCCCCCCCCCCC 13-Hydroxy-triacontanoic acid